antimony pentachloropentane dichloride [Cl-].[Cl-].ClC(C(Cl)(Cl)Cl)(CCC)Cl.[Sb+2]